4-(3,3-dichloro-2-oxo-indol-5-ylsulfonyl)piperazine-1-carboxylic acid tert-butyl ester C(C)(C)(C)OC(=O)N1CCN(CC1)S(=O)(=O)C=1C=C2C(C(NC2=CC1)=O)(Cl)Cl